CN1CCCCCC1 methylazepan